3-isopropylphenyl-propionitrile C(C)(C)C=1C=C(C=CC1)C(C#N)C